2-(3-Fluoro-4-nitrophenyl)-2-methylpropanoic acid ethyl ester C(C)OC(C(C)(C)C1=CC(=C(C=C1)[N+](=O)[O-])F)=O